4-chloro-1,3-dioxolane-2-one ClC1OC(OC1)=O